(3S)-N-[5-(2-chloro-5-cyanophenyl)-1H-indazol-3-yl]piperidine-3-carboxamide hydrochloride Cl.ClC1=C(C=C(C=C1)C#N)C=1C=C2C(=NNC2=CC1)NC(=O)[C@@H]1CNCCC1